4-amino-2-(aminomethyl)phenol NC1=CC(=C(C=C1)O)CN